1-[(2R,4S)-4-[4-Amino-3-[2-(1-ethyl-6,7-difluoro-1,3-benzodiazol-5-yl)ethynyl]pyrazolo[3,4-d]pyrimidin-1-yl]-2-(methoxymethyl)pyrrolidin-1-yl]prop-2-en-1-one NC1=C2C(=NC=N1)N(N=C2C#CC2=CC1=C(N(C=N1)CC)C(=C2F)F)[C@H]2C[C@@H](N(C2)C(C=C)=O)COC